C(=O)C=1C=C(C=C2C(C=C(OC12)N1CCOCC1)=O)C(=O)N(C)C 8-formyl-N,N-dimethyl-2-morpholino-4-oxo-chromene-6-carboxamide